3-(T-BUTYLCARBAMOYL)-5-NITROPHENYLBORONIC ACID C(C)(C)(C)NC(=O)C=1C=C(C=C(C1)[N+](=O)[O-])B(O)O